9,9',9'',9'''-(4-(1-phenyl-1H-benzo[d]imidazol-2-yl)-6-(pyridin-4-yl)benzene-1,2,3,5-tetrayl)tetrakis(3-methyl-9H-carbazole) C1(=CC=CC=C1)N1C(=NC2=C1C=CC=C2)C2=C(C(=C(C(=C2N2C1=CC=CC=C1C=1C=C(C=CC21)C)C2=CC=NC=C2)N2C1=CC=CC=C1C=1C=C(C=CC21)C)N2C1=CC=CC=C1C=1C=C(C=CC21)C)N2C1=CC=CC=C1C=1C=C(C=CC21)C